4-(4-[2,6-bis(benzyloxy)pyridin-3-yl]phenyl)piperazine C(C1=CC=CC=C1)OC1=NC(=CC=C1C1=CC=C(C=C1)N1CCNCC1)OCC1=CC=CC=C1